O1C=CC2=C1C=C(C=C2)CNC2CCC(CC2)(C)C N-(benzofuran-6-ylmethyl)-4,4-dimethylcyclohexan-1-amine